C(C)OC(=O)C1CCN(CC1)CCNC(=O)OC(C)(C)C 1-(2-((Tert-Butoxycarbonyl)amino)ethyl)piperidine-4-carboxylic acid ethyl ester